C1(=CC=CC=C1)S(=O)(=O)N1C=C(C2=CC=C(C=C12)Br)C1=NC(=NC=C1C(F)(F)F)N[C@@H]1CN(CCC1)C(=O)OC(C)(C)C tert-butyl (3S)-3-[[4-[1-(benzenesulfonyl)-6-bromo-indol-3-yl]-5-(trifluoromethyl)pyrimidin-2-yl]amino]piperidine-1-carboxylate